4-[2-(3-phenylpyrazol-1-yl)-7-piperazin-1-yl-pyrido[3,2-d]pyrimidin-4-yl]morpholine C1(=CC=CC=C1)C1=NN(C=C1)C=1N=C(C2=C(N1)C=C(C=N2)N2CCNCC2)N2CCOCC2